C(C1=CC=CC=C1)(C1=CC=CC=C1)NC1=CC=CC=C1 benzhydryl-aniline